arsenic selenium (III) [Se+3].[As+3]